N-(4-(4-isopropyl-5-(8-methyl-[1,2,4]triazolo[1,5-a]pyridin-6-yl)-1H-pyrazol-3-yl)cyclohexyl)-N-methylazetidine-3-carboxamide C(C)(C)C=1C(=NNC1C=1C=C(C=2N(C1)N=CN2)C)C2CCC(CC2)N(C(=O)C2CNC2)C